7-amino-2-[4-[benzyl-(methyl)amino]phenyl]-8-nitro-benzopyran-4-one NC1=C(C2=C(C(C=C(O2)C2=CC=C(C=C2)N(C)CC2=CC=CC=C2)=O)C=C1)[N+](=O)[O-]